FC(OC1=C(C=CC2=CC=CC=C12)B(O)O)F 1-(DIFLUOROMETHOXY)NAPHTHALENE-2-BORONIC ACID